diethyl (3-formyl-4-hydroxybenzyl)phosphonate C(=O)C=1C=C(CP(OCC)(OCC)=O)C=CC1O